1,1,1-trichloro-2,2-bis(4-chlorophenyl)ethane ClC(C(C1=CC=C(C=C1)Cl)C1=CC=C(C=C1)Cl)(Cl)Cl